[Si](C)(C)(C(C)(C)C)OCC[C@H](C)C1=NC(=C2N1C=C(N=C2)Cl)C=2C=NN(C2)CCO (S)-2-(4-(3-(4-((tert-butyldimethylsilyl)oxy)butan-2-yl)-6-chloroimidazo[1,5-a]pyrazin-1-yl)-1H-pyrazol-1-yl)ethanol